(2S,3R,4S)-4-(acetyloxy)-2-methyl-3,4-dihydro-2H-pyran-3-yl acetate C(C)(=O)O[C@@H]1[C@@H](OC=C[C@@H]1OC(C)=O)C